ClC1=C(C(=O)O)C=CC=C1 2-chlorobenzoic acid